O=C1N(C=CC2=CC(=CC=C12)C=1C=NNC1)CC=1C=C(C(=O)NCCC2=NC=CC=C2)C=CC1 3-((1-oxo-6-(1H-pyrazol-4-yl)isoquinolin-2(1H)-yl)methyl)-N-(2-(pyridin-2-yl)ethyl)benzamide